C(#C)C1=CC=2C3N(N4C(C2C=C1)=CC(C(=C4)C(=O)[O-])=O)C(CC3)(C)C 12-ethynyl-3,3-dimethyl-8-oxo-2,3,8,13b-tetrahydro-1H-pyrido[2,1-a]pyrrolo[1,2-c]phthalazine-7-carboxylate